C(C)(C)(C)OC(=O)NCC1C=2C=CC=C(C2CCC1)C1=CC=C(C(=O)OC)C=C1 methyl 4-(5-(((tert-butoxycarbonyl)amino)methyl)-5,6,7,8-tetrahydronaphthalen-1-yl)benzoate